2-[4-(dimethylamino)phenyl]-7-(piperazin-1-yl)-4H-pyrido[1,2-a]pyrimidin-4-one CN(C1=CC=C(C=C1)C=1N=C2N(C(C1)=O)C=C(C=C2)N2CCNCC2)C